C[C@H]1CN(CCN1C1=NC=C(C=N1)[N+](=O)[O-])C(=O)OC(C)(C)C (S)-tert-butyl 3-methyl-4-(5-nitropyrimidin-2-yl)piperazine-1-carboxylate